7-bromo-1-(piperidin-4-yl)-2,3-dihydro-1H-1,3-benzodiazol-2-one BrC1=CC=CC2=C1N(C(N2)=O)C2CCNCC2